2-(2-aminophenyl)benzoxazole NC1=C(C=CC=C1)C=1OC2=C(N1)C=CC=C2